styryl-ethyl-tris(vinyl-dimethylsiloxy)silane C(=CC1=CC=CC=C1)CC[Si](O[Si](C=C)(C)C)(O[Si](C=C)(C)C)O[Si](C)(C)C=C